C(=O)(O)CCC(=O)NC=1C=C(C=CC1)B(O)O 3-(3-carboxypropionylamino)phenylboronic acid